C(=O)NC(CN)=O N-formyl-glycinamide